1-(7Z,10Z,13Z,16Z-docosatetraenoyl)-2-(8Z,11Z,14Z-eicosatrienoyl)-glycero-3-phosphocholine CCCCC/C=C\C/C=C\C/C=C\CCCCCCC(=O)O[C@H](COC(=O)CCCCC/C=C\C/C=C\C/C=C\C/C=C\CCCCC)COP(=O)([O-])OCC[N+](C)(C)C